cyclopropyl-5-methyl-pyrazole-4-carbaldehyde C1(CC1)C1=NNC(=C1C=O)C